BrC=1C=C(C=C2C([C@H](COC12)CC1CCC(CC1)NC(OC(C)(C)C)=O)=O)CN1C(N(C=C1)C)=N tert-Butyl (S)-(4-((8-bromo-6-((2-imino-3-methyl-2,3-dihydro-1H-imidazol-1-yl)methyl)-4-Oxochroman-3-yl)methyl)cyclohexyl)carbamate